N-{5-[(4-chlorophenyl)carbamoyl]-2-methylphenyl}-1-methyl-1H-imidazole-5-carboxamide ClC1=CC=C(C=C1)NC(=O)C=1C=CC(=C(C1)NC(=O)C1=CN=CN1C)C